ClC1=CC=C(OC2=CC=C(C=C2)C2CN(C2)C(=O)N2C[C@@H]3[C@@H](OCC(N3)=O)CC2)C=C1 (4aR,8aS)-6-[3-[4-(4-Chlorophenoxy)phenyl]azetidine-1-carbonyl]-4,4a,5,7,8,8a-hexahydropyrido[4,3-b][1,4]oxazin-3-one